ClC1=CC=C(C=C1)NC1=NC=C(C=N1)C1=NN(C(C=C1)=O)CC(=O)NCC 2-(3-(2-((4-chlorophenyl)amino)pyrimidin-5-yl)-6-oxopyridazin-1(6H)-yl)-N-ethylacetamide